((1H-benzo[d][1,2,3]triazol-1-yl)methyl)-4-bromo-2-fluoroaniline N1(N=NC2=C1C=CC=C2)CNC2=C(C=C(C=C2)Br)F